N[C@H](CC(=O)O)CCCCN (S)-3,7-Diaminoheptanoic acid